COC=1C=C(N)C=CC1N1CCC(CC1)N1CCN(CC1)C 3-methoxy-4-(4-(4-methylpiperazin-1-yl)piperidine-1-yl)aniline